O1CCN(CC1)C(C(=O)C1=CC=C(C=C1)[N+](=O)[O-])=O 1-morpholino-2-(4-nitrophenyl)ethane-1,2-dione